(R)-N-(4-((2-((5-(tert-butyl)-1-(4,4-difluoro-1-methylpyrrolidin-3-yl)-1H-pyrazol-3-yl)amino)-7-methoxy-1-methyl-1H-imidazo[4,5-b]pyridin-6-yl)oxy)pyridin-2-yl)acetamide C(C)(C)(C)C1=CC(=NN1[C@@H]1CN(CC1(F)F)C)NC=1N(C=2C(=NC=C(C2OC)OC2=CC(=NC=C2)NC(C)=O)N1)C